indium tin-zinc oxide [O-2].[Zn+2].[Sn+4].[In+3]